5-amino-4-fluoro-1,2,3-thiadiazole NC1=C(N=NS1)F